tert-butyl (S)-(1-(5-amino-2-isopropyl-1-methyl-1H-benzo[d]imidazol-4-yl)pyrrolidin-3-yl)carbamate NC1=C(C2=C(N(C(=N2)C(C)C)C)C=C1)N1C[C@H](CC1)NC(OC(C)(C)C)=O